P(=S)([O-])(F)C#N thiocyanofluorophosphate